6-[(benzyloxy)methyl]imidazo[1,2-a]pyridin C(C1=CC=CC=C1)OCC=1C=CC=2N(C1)C=CN2